CC1(C(C=CC=C1)O)O ortho-toluenediol